C(C)C1=NC(=CC=C1O)C 2-ethyl-3-hydroxy-6-methylpyridine